Tert-Butyl 4-[5-(1,5-Dimethyl-6-Oxo-3-Pyridyl)-6-Ethyl-2-Pyridyl]Piperazine-1-Carboxylate CN1C=C(C=C(C1=O)C)C=1C=CC(=NC1CC)N1CCN(CC1)C(=O)OC(C)(C)C